C(#C)C1=NNC2=C(C(=CC=C12)\C=C(\C(=O)O)/F)F (Z)-3-(3-ethynyl-7-fluoro-1H-indazol-6-yl)-2-fluoroacrylic acid